7-(6-((1-(4-(difluoromethyl)phenyl)-4-methyl-1H-1,2,3-triazol-5-yl)methoxy)pyridazine-3-yl)-4,7-diazaspiro[2.5]octane-5-one FC(C1=CC=C(C=C1)N1N=NC(=C1COC1=CC=C(N=N1)N1CC(NC2(CC2)C1)=O)C)F